CC1=NN=C(O1)C(C)(C#C)O 2-(5-methyl-1,3,4-oxadiazol-2-yl)but-3-yn-2-ol